FC=1C=C(C=C(C1)F)C1=CC=NC=2N1N=C(C2C2=NC=1C(=NC=C(C1)C(F)(F)F)N2C)S(=O)(=O)CC 2-(7-(3,5-difluorophenyl)-2-(ethylsulfonyl)pyrazolo[1,5-a]pyrimidin-3-yl)-3-methyl-6-(trifluoromethyl)-3H-imidazo[4,5-b]pyridine